C(C)(C)NC1=NC=C(C=C1)C1=NNC(=C1C(C)C)C=1C=C(C=2N(C1)N=CN2)C N-isopropyl-5-(4-isopropyl-5-(8-methyl-[1,2,4]triazolo[1,5-a]pyridin-6-yl)-1H-pyrazol-3-yl)pyridin-2-amine